FC1=C2C(=CN=C1N1[C@@H](CN(CC1)C(C)C)C)NC(=C2C(C)C)C=2C(=C(C=1N(C2)N=CN1)C)C (R)-6-(4-fluoro-3-isopropyl-5-(4-isopropyl-2-methylpiperazin-1-yl)-1H-pyrrolo[2,3-c]pyridin-2-yl)-7,8-dimethyl-[1,2,4]triazolo[1,5-a]pyridine